(-)-4-Nitrophenyl (4aS,8aR)-3-oxohexahydro-2H-pyrido[4,3-b][1,4]oxazine-6(5H)-carboxylate O=C1N[C@@H]2[C@H](OC1)CCN(C2)C(=O)OC2=CC=C(C=C2)[N+](=O)[O-]